[I-].OCC1=[N+](C=CC=C1)C 2-(hydroxymethyl)-1-methylpyridin-1-ium iodide